1-cyclohexyl-2-(3-furyl)-1H-benzimidazole-5-carboxylic acid C1(CCCCC1)N1C(=NC2=C1C=CC(=C2)C(=O)O)C2=COC=C2